tert-butyl (3S)-3-(4-(7-(2,4-difluoro-6-isopropoxyphenyl)-4-hydroxythieno[3,2-c]pyridin-6-yl)-1H-pyrazol-1-yl)pyrrolidine-1-carboxylate FC1=C(C(=CC(=C1)F)OC(C)C)C=1C2=C(C(=NC1C=1C=NN(C1)[C@@H]1CN(CC1)C(=O)OC(C)(C)C)O)C=CS2